C(#N)C1CCC(CC1)N1C[C@@H]([C@H](CC1)NC(=O)C1=CC(=CC=2N(C=NC21)CC(F)(F)F)C#CCNC=2C(OC)=CC=C(C2)S(=O)(=O)C)C N-[(3S,4S)-1-(4-cyanocyclohexyl)-3-methyl-4-piperidyl]-6-[3-(4-mesyl-2-anisidino)-1-propynyl]-1-(2,2,2-trifluoroethyl)-1H-1,3-benzimidazole-4-carboxamide